1-(3-(aminomethyl)azetidin-1-yl)ethanone NCC1CN(C1)C(C)=O